C(C)C=1C(=CC(=C(C1)O)F)C1=CC=C2C(=NNC2=C1)C=1NC=C(N1)CN(C)CCO 5-ethyl-2-fluoro-4-(3-(4-(((2-hydroxyethyl)(methyl)amino)methyl)-1H-imidazol-2-yl)-1H-indazol-6-yl)phenol